C1(CC1)CN1CC[C@]23CCN(CC[C@]2([C@H]1CC1=CC=C(C=C13)O)O)C(CC1=NC(=CC=C1)C(F)(F)F)=O 1-((5aS,6R,11bR)-14-(cyclopropylmethyl)-5a,10-dihydroxy-1,2,5,5a,6,7-hexahydro-6,11b-(epiminoethano)naphtho[1,2-d]azepin-3(4H)-yl)-2-(6-(trifluoromethyl)pyridin-2-yl)ethan-1-one